FC(C(=O)C1=CC=CC=C1)(C1C2=CC=CC=C2OC=2C=CC=CC12)F 2,2-difluoro-1-phenyl-2-(9H-xanthen-9-yl)ethanone